BrC=1C(=NNC1C(=O)OC)C(=O)OC dimethyl 4-bromo-1H-pyrazole-3,5-dicarboxylate